N(=[N+]=[N-])CC(=O)NCCCCC(=O)NC(C=C)=O N-(5-azidoacetamidovaleryl)acrylamide